cis-2-[8-dimethylamino-1-[2-(1-methoxy-cyclobutyl)-ethyl]-2-oxo-8-phenyl-1,3-diazaspiro[4.5]decan-3-yl]-benzamide CN(C1(CCC2(CN(C(N2CCC2(CCC2)OC)=O)C2=C(C(=O)N)C=CC=C2)CC1)C1=CC=CC=C1)C